C(CC)P1(OP(OP(O1)(CCC)=O)(CCC)=O)=O 2,4,6-Tripropyl-1,3,5,2,4,6-Trioxatriphosphorinane-2,4,6-Trioxide